GlycidylSilane C(C1CO1)[SiH3]